C=C1CC(N(C1)C(=O)OC(C)(C)C)C(=O)OC 1-(tert-butyl) 2-methyl 4-methylenepyrrolidine-1,2-dicarboxylate